ClC1=CC=C(C=C1)C=1N=C2N(C=CC=N2)C1CN1CC2CCC(C1)N2C(=O)N(C2=CC=CC=C2)CC 3-{[2-(4-Chlorophenyl)imidazo[1,2-a]pyrimidin-3-yl]methyl}-N-ethyl-N-phenyl-3,8-diaza-bicyclo[3.2.1]octan-8-carboxamid